C(C(O)C)(=O)[O-].C(C(O)C)(=O)[O-].[B+2] boron di-lactate